2-(4,6-Dimethylpyrazolo[1,5-a]pyrazin-2-yl)-8-fluoro-6-(1-methylpiperidin-4-yl)quinazolin-4(3H)-one CC=1C=2N(C=C(N1)C)N=C(C2)C2=NC1=C(C=C(C=C1C(N2)=O)C2CCN(CC2)C)F